8-methyl-2-[(2-methylpyridin-3-yl)methyl]-4,5-dihydro-2H-furo[2,3-g]indazole-7-carboxylic acid hydrochloride Cl.CC1=C(OC=2CCC3=CN(N=C3C21)CC=2C(=NC=CC2)C)C(=O)O